OCCN(CCC#N)C1=CC=C(C=C1)N=NC1=CC=C(C=C1)[N+](=O)[O-] 3-[(2-hydroxyethyl)[4-[(4-nitrophenyl)azo]phenyl]amino]propionitrile